2H-pyrazolo[4,3-c]pyridine-3-carboxylic acid N=1NC(=C2C=NC=CC21)C(=O)O